ClC=1C=C(C=CC1C)CNC1=C2C(=NC(=N1)NCC(CF)NC(OC(C)(C)C)=O)N(N=C2)C tert-butyl N-[1-[[[4-[(3-chloro-4-methyl-phenyl)methylamino]-1-methyl-pyrazolo[3,4-d]pyrimidin-6-yl]amino]methyl]-2-fluoro-ethyl]carbamate